Cl.Cl.FC=1C=C(C=CC1F)[C@H]1[C@@H](CN(C1)CCOC)NC(=O)NC1=C(C(=NN1C1=CC=CC=C1)[C@@H]1NCCC1)C 1-((3S,4R)-4-(3,4-difluorophenyl)-1-(2-methoxyethyl)pyrrolidin-3-yl)-3-(4-methyl-1-phenyl-3-((R)-pyrrolidin-2-yl)-1H-pyrazol-5-yl)urea dihydrochloride